(6S)-6-phenyl-4,7-diazaspiro[2.5]octane C1(=CC=CC=C1)[C@H]1CNC2(CC2)CN1